4-amino-6-(6-fluoropyridin-3-yl)-N-(4-(methoxymethyl)phenyl)-7-(1-methylcyclopropyl)-7H-pyrrolo[2,3-d]pyrimidine-5-carboxamide NC=1C2=C(N=CN1)N(C(=C2C(=O)NC2=CC=C(C=C2)COC)C=2C=NC(=CC2)F)C2(CC2)C